2,6,7-trichloro-1,4-naphthoquinone ClC=1C(C2=CC(=C(C=C2C(C1)=O)Cl)Cl)=O